2-chloropyrimidine-4,6-d2-5-ol ClC1=NC(=C(C(=N1)[2H])O)[2H]